[Pu].C(C(=O)O)(=O)O oxalic acid plutonium